OC=1C=C(O[Si](C2=CC=CC=C2)(C2=CC=CC=C2)OC2=CC(=C(C=C2)C(C2=CC=CC=C2)=O)O)C=CC1C(C1=CC=CC=C1)=O bis(3-hydroxy-4-benzoylphenoxy)diphenyl-silane